N-(3-((3-(9H-purin-6-yl)pyridin-2-yl)amino)-4-methylphenyl)-4-(difluoromethyl)-5-methylpicolinamide N1=CN=C2NC=NC2=C1C=1C(=NC=CC1)NC=1C=C(C=CC1C)NC(C1=NC=C(C(=C1)C(F)F)C)=O